C1(CC1)C1=NN(C=C1C1=NC2=CC=CC=C2N=C1)CCCNC=1C=C2C(N(C(C2=CC1)=O)C1C(NC(CC1)=O)=O)=O 5-((3-(3-cyclopropyl-4-(quinoxalin-2-yl)-1H-pyrazol-1-yl)propyl)amino)-2-(2,6-dioxopiperidin-3-yl)isoindoline-1,3-dione